1-(2-(4-(chloromethyl)phenoxy)ethyl)azacyclohexane hydrochloride Cl.ClCC1=CC=C(OCCN2CCCCC2)C=C1